(1,2,2,2-tetrafluoroethyl)-4'-(trifluoromethyl)-1,1'-biphenyl FC(C(F)(F)F)C1=C(C=CC=C1)C1=CC=C(C=C1)C(F)(F)F